4-fluoro-2-(trifluoromethyl)-benzonitrile FC1=CC(=C(C#N)C=C1)C(F)(F)F